(Methanesulfonylmethyl)-5-methoxypyrimidine CS(=O)(=O)CC1=NC=C(C=N1)OC